(E)-1-(3-(3-(4-(Trifluoromethyl)phenyl)prop-1-en-1-yl)pyrrolidin-1-yl)prop-2-en-1-one FC(C1=CC=C(C=C1)C/C=C/C1CN(CC1)C(C=C)=O)(F)F